3-[5-bromo-2-(8-chloro-4-oxo-chromen-2-yl)-4-methoxy-phenoxy]-N-methylsulfonyl-cyclobutanecarboxamide BrC=1C(=CC(=C(OC2CC(C2)C(=O)NS(=O)(=O)C)C1)C=1OC2=C(C=CC=C2C(C1)=O)Cl)OC